N-[5-[4-(dimethylsulfamoyl)phenyl]thiazol-2-yl]-8-oxo-6,7-dihydro-5H-indolizine-5-carboxamide CN(S(=O)(=O)C1=CC=C(C=C1)C1=CN=C(S1)NC(=O)C1N2C=CC=C2C(CC1)=O)C